tert-butyl (2-((4-(3-(3,5-dichloro-4-(3-chloropropoxy)phenyl)oxetan-3-yl)phenoxy)methyl)allyl)(methylsulfonyl)carbamate ClC=1C=C(C=C(C1OCCCCl)Cl)C1(COC1)C1=CC=C(OCC(CN(C(OC(C)(C)C)=O)S(=O)(=O)C)=C)C=C1